NC=1C(=NC(=CC1)C1=CC(=CC=C1)I)C(=O)N 3-amino-6-(3-iodophenyl)picolinamide